3-(1,4-diazepan-1-yl)-7-(1-methyl-1H-pyrazol-4-yl)imidazo[1,2-a]pyridine hydrochloride salt Cl.N1(CCNCCC1)C1=CN=C2N1C=CC(=C2)C=2C=NN(C2)C